C(CC(C)C)N(C(=O)OCC=1C(=NOC1C1=CC=C(O[C@@H]2C[C@@H](OCC2)C(=O)O)C=C1)C)C |r| (±)-cis-4-(4-(4-(((isopentyl-(methyl)carbamoyl)oxy)methyl)-3-methylisoxazol-5-yl)phenoxy)tetrahydro-2H-pyran-2-carboxylic acid